N,N-dimethyl-1-(pyridin-3-yl)methylamine CN(C)CC=1C=NC=CC1